ClC=1C=C(C[C@H]2C[C@@H](N(C2O)C(=O)OC(C)(C)C)C(=O)OCC2=CC=CC=C2)C=CC1F 2-benzyl 1-(tert-butyl) (2R,4S)-4-(3-chloro-4-fluorobenzyl)-5-hydroxypyrrolidine-1,2-dicarboxylate